BrC1C(C=2N(CC1)N=C1C2CN(CC1)C(C1=CC(=C(C=C1)Cl)Cl)=O)=O 9-Bromo-2-(3,4-dichlorobenzoyl)-1,2,3,4,8,9-hexahydropyrazolo[1,5-a:4,3-c']dipyridin-10(7H)-one